benzyl-1-(1-ethoxy-1-oxobutan-2-yl)phosphinan-1-ium bromide [Br-].C(C1=CC=CC=C1)[P+]1(CCCCC1)C(C(=O)OCC)CC